sodium acetyltaurate monohydrate O.C(C)(=O)NCCS(=O)(=O)[O-].[Na+]